(S)-4-hydroxy-16-(pyridin-2-yl)-7,8,9,10,11,16-hexahydro-6,17-methanobenzo[k]pyrido[1,2-b][1,2,5]triazacyclotridecine-3,5-dione OC=1C(C=CN2N3[C@@H](C4=C(CCCCCN(C(C21)=O)C3)C=CC=C4)C4=NC=CC=C4)=O